CSC=1N=CC2=C(N1)N(C(C=C2NC(OC(C)(C)C)=O)=O)C2=CC=CC=C2 tert-Butyl (2-(methylthio)-7-oxo-8-phenyl-7,8-dihydropyrido[2,3-d]pyrimidin-5-yl)carbamate